C(CC)SC1=C(C=C(CCN)C=C1OC)OC 4-propylthio-3,5-dimethoxy-phenethylamine